C(CC)N1C=C(C2=CC(=CC=C12)C1=NN=NN1)C=O 1-n-propyl-5-(1H-tetrazol-5-yl)-1H-indole-3-carbaldehyde